C[Si](C1=CC=C(C=C1)C=C)(C=C)C dimethyl-(vinyl)(4-vinylphenyl)silane